methyl 5-(2-chlorophenyl)-3-(phenoxycarbonylamino)thiophene-2-carboxylate ClC1=C(C=CC=C1)C1=CC(=C(S1)C(=O)OC)NC(=O)OC1=CC=CC=C1